C(CCCC)OC[C@@H](OCCCCC)CO 1,2-dipentyl-sn-glycerol